(1R)-trans-2,2-dimethyl-3-(1,2-dibromopropyl)cyclopropanecarboxylic acid tert-butyl ester C(C)(C)(C)OC(=O)[C@H]1C([C@@H]1C(C(C)Br)Br)(C)C